1-[3-(2-cyclopropyl-4-pyridinyl)-1,2,4-thiadiazol-5-yl]ethanone C1(CC1)C1=NC=CC(=C1)C1=NSC(=N1)C(C)=O